2-((3R,4S)-3-amino-4-fluoro-pyrrolidin-1-yl)-5-(4-chloro-2-methyl-2H-indazol-5-yl)-3-methyl-3,7-dihydro-4H-pyrrolo[2,3-d]pyrimidin-4-one N[C@@H]1CN(C[C@@H]1F)C=1N(C(C2=C(N1)NC=C2C2=C(C1=CN(N=C1C=C2)C)Cl)=O)C